5,6,7,8-tetrahydroimidazo[1,2-a]Pyrazine-2-carboxylic acid benzyl ester C(C1=CC=CC=C1)OC(=O)C=1N=C2N(CCNC2)C1